1-(2-Cyano-phenyl)-1H-[1,2,3]triazole-4-carboxylic acid {2-oxo-2-[4-(3-trifluoromethyl-phenoxy)-piperidin-1-yl]-ethyl}-amide O=C(CNC(=O)C=1N=NN(C1)C1=C(C=CC=C1)C#N)N1CCC(CC1)OC1=CC(=CC=C1)C(F)(F)F